Tert-butyl 4-[2-[2-[4-[bis(ethylsulfonyl)amino]-2-[6-methyl-7-oxo-1-(p-tolylsulfonyl)pyrrolo[2,3-c]pyridin-4-yl]phenoxy]-1-cyclopropyl-ethoxy]ethoxy]piperidine-1-carboxylate C(C)S(=O)(=O)N(C1=CC(=C(OCC(OCCOC2CCN(CC2)C(=O)OC(C)(C)C)C2CC2)C=C1)C=1C2=C(C(N(C1)C)=O)N(C=C2)S(=O)(=O)C2=CC=C(C=C2)C)S(=O)(=O)CC